N1CC(C1)C1=C2C(=NC=C1)N(N=C2C2CN(C2)C(C(=C)F)=O)C2=CC=C(C=C2)OC(F)(F)F 1-[3-[4-(azetidin-3-yl)-1-[4-(trifluoromethoxy)phenyl]pyrazolo[3,4-b]pyridin-3-yl]azetidin-1-yl]-2-fluoro-prop-2-en-1-one